C(#C)C1=C2C(=CC(=C(C2=CC=C1F)F)N)C1=C(C=2N=C(N=C(C2C=N1)N1CCCCC1)OC([2H])([2H])[C@]12CCCN2C[C@@H](C1)F)F 5-ethynyl-1,6-difluoro-4-[8-fluoro-2-({[(2R,7aS)-2-fluorotetrahydro-1H-pyrrolizin-7a(5H)-yl](2H2)methyl}oxy)-4-(piperidin-1-yl)pyrido[4,3-d]pyrimidin-7-yl]naphthalen-2-amine